N-butyl-2-(p-tolyl)-2H-indazole-3-carboxamide C(CCC)NC(=O)C=1N(N=C2C=CC=CC12)C1=CC=C(C=C1)C